FC(C=1C=C2C=C(NC2=CC1)C(N[C@H](C(=O)N1[C@@H](CCC1)C(N(C1=CC=CC=C1)C1=CC=C(C=C1)I)=O)C(C)(C)C)=O)(F)P(O)(O)=O (difluoro(2-(((S)-1-((S)-2-((4-iodophenyl)(phenyl)carbamoyl)pyrrolidin-1-yl)-3,3-dimethyl-1-oxobutan-2-yl)carbamoyl)-1H-indol-5-yl)methyl)phosphonic acid